Diglycerol Monodecanoate C(CCCCCCCCC)(=O)O.OCC(O)CO.OCC(O)CO